C1=NC=C(C2=CC=CC=C12)S(=O)(=O)C1=CC=C(C=C1)CN1C=C2C(C=C1)=CCS2 N-{[4-(isoquinoline-4-sulfonyl)phenyl]methyl}thieno[2,3-c]pyridine